Phosphocreatin P(=O)(O)(O)C(C(=O)O)N(C)C(N)=N